tert-butyl ((2S)-4-(azetidin-1-yl)-3-hydroxy-4-oxo-1-(2-oxopyrrolidin-1-yl)butan-2-yl)carbamate N1(CCC1)C(C([C@H](CN1C(CCC1)=O)NC(OC(C)(C)C)=O)O)=O